6-Chloro-5-methylpyridine-2,3-diamine ClC1=C(C=C(C(=N1)N)N)C